CCO[Al](OC)OC methyltrimethoxyaluminum